5-Fluoro-1-(4-(pyridin-3-yl)phenyl)-1H-indazol-6-ol FC=1C=C2C=NN(C2=CC1O)C1=CC=C(C=C1)C=1C=NC=CC1